C1NCC2C=CC3=NC=4C=CC=CC4C3=C21.[Pd+] palladium (i) TETRAHYDROPYRROLO[3,4-C]CARBAZOL